NC1=NN(C(=C1)C1=CC(=C(C#N)C=C1)F)C1=CC2=CN(N=C2C=C1)C(C)C 4-(3-amino-1-(2-isopropyl-2H-indazol-5-yl)-1H-pyrazol-5-yl)-2-fluorobenzonitrile